Cl.Cl.C(C)[C@H]1OC2=C(N=CC=3C=CC=CC23)CNC1 (R)-2-ethyl-2,3,4,5-tetrahydro-[1,4]oxazepino[6,7-c]isoquinoline dihydrochloride